methyl 4-[[2-[1-[(4-methoxyphenyl)methyl]-3-(morpholinomethyl)indazol-6-yl]acetyl]amino]pyridine-2-carboxylate COC1=CC=C(C=C1)CN1N=C(C2=CC=C(C=C12)CC(=O)NC1=CC(=NC=C1)C(=O)OC)CN1CCOCC1